C(C)(C)(C)OC(=O)C12CC(C(CC1)(CC2)NC(COC2=CC(=C(C=C2)Cl)F)=O)=O 4-(2-(4-chloro-3-fluorophenoxy)acetamido)-3-oxo-bicyclo[2.2.2]octane-1-carboxylic acid tert-butyl ester